(3aS,14aS)-5,10-dimethyl-3,3a,5,6,9,10,11,12-octahydro-1H-cyclopenta[f]pyrido[4'',3'':4',5']thieno[2',3':4,5]pyrimido[1,2-a][1,4]diazepine-4,13(2H,14aH)-dione CN1CC=2N([C@@H]3[C@@H](C1=O)CCC3)C(C3=C(N2)SC2=C3CCN(C2)C)=O